C[C@@]12[C@H](C([C@@H](CC1)C2)(C)C)OC(=O)OC(C)OC(=O)C2C1C(C1CC2)C(=O)OCC=C bicyclo[3.1.0]hexane-2,6-dicarboxylic acid 6-prop-2-en-1-yl 2-{1-[({[(1R,2R,4S)-1,3,3-trimethylbicyclo[2.2.1]hept-2-yl] oxy} carbonyl) oxy] ethyl} ester